(2S,3R)-2-amino-3-(naphthalen-1-yl)butyric acid N[C@H](C(=O)O)[C@H](C)C1=CC=CC2=CC=CC=C12